6-methylheptyl-((4-(methylamino)-4-oxobutyl) carbamoyl)-6,7-dihydro-[1,2,3]triazolo[1,5-a]pyrazine-5(4H)-carboxylate CC(CCCCCC1C=2N(CCN1C(=O)[O-])N=NC2C(NCCCC(=O)NC)=O)C